ethyl bromocarbonate C(OCC)(=O)Br